2-((2R,5S)-1-(tert-butoxycarbonyl)-5-(cyanomethyl)-4-(4-methoxybenzyl)piperazin-2-yl)acetic acid C(C)(C)(C)OC(=O)N1[C@@H](CN([C@H](C1)CC#N)CC1=CC=C(C=C1)OC)CC(=O)O